C1(CC1)C1=NC=NC(=C1C=1N=CC2=C(N1)C(=C(N2)CN(C)C)CC2=CC=C(C=C2)C=2N(C=C(N2)C(F)(F)F)C)OC 1-[2-(4-cyclopropyl-6-methoxy-pyrimidin-5-yl)-7-[[4-[1-methyl-4-(trifluoromethyl)imidazol-2-yl]phenyl]methyl]-5H-pyrrolo[3,2-d]pyrimidin-6-yl]-N,N-dimethyl-methanamine